((2-(2-hydroxyethoxy)ethyl)azanediyl)diethanol OCCOCCN(CCO)CCO